2,7-dinitrophenothiazine [N+](=O)([O-])C1=CC=2NC3=CC=C(C=C3SC2C=C1)[N+](=O)[O-]